4-(2-fluoro-4-methylphenyl)-6,7-dimethyl-2-((2S,4R)-2-(1-methyl-1H-pyrazol-4-yl)tetrahydro-2H-pyran-4-yl)pyrido[2,3-d]pyrimidine FC1=C(C=CC(=C1)C)C=1C2=C(N=C(N1)[C@H]1C[C@H](OCC1)C=1C=NN(C1)C)N=C(C(=C2)C)C